6-(methyl(1,2,2,6,6-pentamethylpiperidin-4-yl)amino)pyridazin CN(C1=CC=CN=N1)C1CC(N(C(C1)(C)C)C)(C)C